CC=1OC(=CCC1)C=CC1=CC=C(C=C1)N(C)C 2-methyl-6-(para-dimethylaminostyryl)-4H-pyran